Ethyl (3S)-3-(4,4'-difluoro-2'-(hex-5-en-2-yloxy)-6'-methyl-5-(trifluoromethyl)-[1,1'-biphenyl]-3-yl)-3-((R)-2-((methylsulfonyl)oxy)pent-4-enamido)propanoate FC1=C(C=C(C=C1C(F)(F)F)C1=C(C=C(C=C1C)F)OC(C)CCC=C)[C@H](CC(=O)OCC)NC([C@@H](CC=C)OS(=O)(=O)C)=O